COCOC=1C=C(C=CC1B1OC(C(O1)(C)C)(C)C)C1=CC(N(N=C1)C)=O 5-[3-(methoxymethoxy)-4-(4,4,5,5-tetramethyl-1,3,2-dioxaborolan-2-yl)phenyl]-2-methylpyridazin-3-one